C(#N)C1=CC=C(C=C1)C=1C2=C(C(=NC1C#N)OC)C1(C(O2)C(C(C1O)CNCC(F)F)C1=CC=CC=C1)O (4-cyanophenyl)-7-(((2,2-difluoroethyl)amino)methyl)-8,8a-dihydroxy-1-methoxy-6-phenyl-5a,7,8,8a-tetrahydro-6H-cyclopenta[4,5]furo[3,2-c]pyridine-3-carbonitrile